NC=1C=CC(=C2CN(C(C12)=O)CC(C#N)CN1CCCC1)C1=CC=C2C=NN(C2=C1)C 2-{[7-amino-4-(1-methyl-1H-indazol-6-yl)-1-oxo-2,3-dihydro-1H-isoindol-2-yl]methyl}-3-(pyrrolidin-1-yl)propanenitrile